5-[3-(trifluoromethyl)benzylidene]-1,3-thiazolidine-2,4-dione FC(C=1C=C(C=C2C(NC(S2)=O)=O)C=CC1)(F)F